NC1=NN2C(C=C(C=C2)C=2C=NC(=C(C(=O)NCC3=C(C(=CC(=C3)F)F)OCC3CCCC3)C2)OCC)=N1 5-(2-amino-[1,2,4]triazolo[1,5-a]pyridin-7-yl)-N-(2-(cyclopentylmethoxy)-3,5-difluorobenzyl)-2-ethoxynicotinamide